4-(4-Amino-7-(1-isobutyrylpiperidin-4-yl)pyrrolo[2,1-f][1,2,4]triazin-5-yl)phenyl-6-methyl-5-morpholin-4-yl-2-oxo-1-phenyl-1,2-dihydropyridin NC1=NC=NN2C1=C(C=C2C2CCN(CC2)C(C(C)C)=O)C2=CC=C(C=C2)C=2C(N(C(=C(C2)N2CCOCC2)C)C2=CC=CC=C2)=O